FC(N1N=C(C=C1)C1=NC(=NC=C1C(F)(F)F)SC)F 4-(1-(difluoromethyl)-1H-pyrazol-3-yl)-2-(methylsulfanyl)-5-(trifluoromethyl)pyrimidine